BrC=1C=C2C(=NC(N(C2=CC1)C)=O)N1C[C@H](N(C[C@@H]1C)C(=O)OC(C)(C)C)CC tert-butyl (2R,5S)-4-(6-bromo-1-methyl-2-oxo-1,2-dihydroquinazolin-4-yl)-2-ethyl-5-methylpiperazine-1-carboxylate